C12CCC(CC1)N2C=2C=C(C(=O)OCC)C=C(C2C(NS(=O)(=O)C2(CC2)C)=O)F ethyl 3-(7-azabicyclo[2.2.1]heptan-7-yl)-5-fluoro-4-(((1-methylcyclopropyl)sulfonyl)carbamoyl)benzoate